1-[(8-{[3-(2,3-dihydro-1,4-benzodioxine-6-yl)-2-methylphenyl]amino}-1,7-naphthyridin-4-yl)methyl]piperidine-2-carboxylic acid O1CCOC2=C1C=CC(=C2)C=2C(=C(C=CC2)NC=2N=CC=C1C(=CC=NC21)CN2C(CCCC2)C(=O)O)C